(S)-N-(1-(((6-Amino-2-methylpyridin-3-yl)methyl)amino)-1-oxopropan-2-yl)-4-benzyl-1H-pyrrole-2-carboxamide NC1=CC=C(C(=N1)C)CNC([C@H](C)NC(=O)C=1NC=C(C1)CC1=CC=CC=C1)=O